[Si](C)(C)(C(C)(C)C)OCC=1C=C2C=CNC2=C(C1F)NC(CCCl)=O N-(5-(((tert-butyldimethylsilyl)oxy)methyl)-6-fluoro-1H-indol-7-yl)-3-chloropropaneamide